N-(6-((3',5'-difluoro-[1,1'-biphenyl]-3-yl)methyl)-5-azaspiro[2.4]heptan-7-yl)methanesulfonamide FC=1C=C(C=C(C1)F)C1=CC(=CC=C1)CC1NCC2(CC2)C1NS(=O)(=O)C